(6-Hydroxy-8-oxo-3-phenyl-2',3',5',6'-tetrahydro-8H-spiro[indolizin-5,4'-pyran]-7-carbonyl)glycine OC1=C(C(C2=CC=C(N2C12CCOCC2)C2=CC=CC=C2)=O)C(=O)NCC(=O)O